O1CCN(CC1)CC1=CC=C(CC=2C=3C4=C(C(N(C4=CC2)C2C(NC(CC2)=O)=O)=O)C=CC3)C=C1 3-(6-(4-(morpholinomethyl)benzyl)-2-oxo-benzo[cd]indol-1(2H)-yl)piperidine-2,6-dione